7-chloro-6-(2-(difluoromethoxy)phenyl)-1H-benzo[d]imidazol ClC1=C(C=CC2=C1NC=N2)C2=C(C=CC=C2)OC(F)F